2-(1,2-dimethyl-1H-1,3-benzodiazol-5-yl)acetic acid CN1C(=NC2=C1C=CC(=C2)CC(=O)O)C